C(CCC)C(CCOC(CCCCCCC[N+](CCO)(CCCCCCCC(=O)OC(CCCCCCCC)CCCCCCCC)CCCCCCCC(=O)OCCC(CCCC)CCCC)=O)CCCC 8-((3-butylheptyl)oxy)-N-(8-((3-butylheptyl)oxy)-8-oxooctyl)-N-(8-(heptadecan-9-yloxy)-8-oxooctyl)-N-(2-hydroxyethyl)-8-oxooctan-1-aminium